CC(CO)=C 2-Methyl-prop-2-en-1-ol